CC(=O)N[C@@H]1[C@H]([C@@H]([C@H](O[C@H]1O)CO)O[C@H]2[C@@H]([C@H]([C@@H]([C@H](O2)CO)O[C@H]3[C@@H]([C@H]([C@@H]([C@H](O3)CO)O[C@H]4[C@@H]([C@H]([C@@H]([C@H](O4)CO)O[C@H]5[C@@H]([C@H]([C@@H]([C@H](O5)CO)O)O)NC(=O)C)O)NC(=O)C)O)NC(=O)C)O)NC(=O)C)O The molecule is a linear amino pentasaccharide comprising five N-acetylglucosaminyl residues linked beta(1->4). It has a role as an epitope. It is an amino pentasaccharide and a member of acetamides.